benzyl N-[8-[3-[tert-butyl(dimethyl)silyl]oxypropyl]-1,4-dioxaspiro[4.5]decan-8-yl]carbamate [Si](C)(C)(C(C)(C)C)OCCCC1(CCC2(OCCO2)CC1)NC(OCC1=CC=CC=C1)=O